2-(4-Bromo-2-fluoro-6-nitrophenoxy)ethan-1-ol Methyl-(R)-2-(trityloxy)propanoate CC(C(=O)OCCOC1=C(C=C(C=C1[N+](=O)[O-])Br)F)(C)OC(C1=CC=CC=C1)(C1=CC=CC=C1)C1=CC=CC=C1